ClC1=CC=C2C(=N1)N(C=C2C=2C(=NC=NC2OC)OC)COCC[Si](C)(C)C 5-(6-chloro-1-[[2-(trimethylsilyl)ethoxy]methyl]pyrrolo[2,3-b]pyridin-3-yl)-4,6-dimethoxypyrimidine